BrC1=C(N(N=C1)C)C=1C=NN(C1Cl)CC=1C(N(C=CC1)C)=O 3-((4-bromo-5'-chloro-2-methyl-1'H,2H-[3,4'-bipyrazol]-1'-yl)methyl)-1-methylpyridin-2(1H)-one